5,6-bis(4-bromophenyl)pyrazine-2,3-dinitrile BrC1=CC=C(C=C1)C=1N=C(C(=NC1C1=CC=C(C=C1)Br)C#N)C#N